ClC=1C2=C(N=C(N1)C)C=CC=N2 4-chloro-2-methyl-pyrido[3,2-d]pyrimidine